3-[3-(3-pyridinyl)-1,2,4-oxadiazol-5-yl]benzonitrile N1=CC(=CC=C1)C1=NOC(=N1)C=1C=C(C#N)C=CC1